rel-3-(5-(difluoromethyl)-1,3,4-thiadiazol-2-yl)-8-((2R,6S)-2-(hydroxymethyl)-6-methylmorpholino)-N-(3-methyloxetan-3-yl)imidazo[1,5-a]pyridine-6-sulfonamide FC(C1=NN=C(S1)C1=NC=C2N1C=C(C=C2N2C[C@@H](O[C@H](C2)C)CO)S(=O)(=O)NC2(COC2)C)F |o1:18,20|